N=1N=CN(C1)C1=CC(=C2C=NNC2=C1)OCCOCCCCNCC=1C=C(C=C(C1)OC(F)(F)F)CCO 2-(3-(((4-(2-((6-(4H-1,2,4-triazol-4-yl)-1H-indazol-4-yl)oxy)ethoxy)butyl)amino)methyl)-5-(trifluoromethoxy)phenyl)ethanol